C(C)(C)N(CCC(=C)C1=CC=CC=C1)C(C)C 1-diisopropylamino-3-phenylbut-3-ene